tetrakis(ethylmethylamino)titanium(IV) C(C)N(C)[Ti](N(CC)C)(N(CC)C)N(CC)C